Cl.N1[C@H](COCC1)C(=O)O (3R)-morpholine-3-carboxylic acid hydrochloride